2-((2S)-1-(2-fluoroacryloyl)-4-(6-hydroxy-2'-(((S)-1-methylpyrrolidin-2-yl)methoxy)-2,3,5',8'-tetrahydro-6'H-spiro[indene-1,7'-quinazolin]-4'-yl)piperazin-2-yl)acetonitrile FC(C(=O)N1[C@H](CN(CC1)C1=NC(=NC=2CC3(CCC12)CCC1=CC=C(C=C13)O)OC[C@H]1N(CCC1)C)CC#N)=C